C(C=C)(=O)OC1=CC=CC=2C3=CC=CC=C3C3=CC=CC=C3C3=CC=CC=C3C12 tetraphenylenyl acrylate